(3S,7aS)-3-(((2-(difluoromethyl)pyrimidin-4-yl)oxy)methyl)tetrahydro-1H-pyrrolizine FC(C1=NC=CC(=N1)OC[C@@H]1CCC2=CCCN12)F